[Si](C1=CC=CC=C1)(C1=CC=CC=C1)(C(C)(C)C)OCC(CO)(C)NC(OC(C)(C)C)=O tert-butyl (1-{[tert-butyl(diphenyl)silyl]oxy}-3-hydroxy-2-methylpropan-2-yl)carbamate